O(CC1CCC(CC1)C)CC1CCC(CC1)C 4,4'-oxybis(methylene)bis(methylcyclohexane)